C(C)OC(=O)CCCCCCCCC Ethylcaprat